C1(=CC=CC=C1)C1OC(OC1C=C)=O 4-phenyl-5-vinyl-1,3-dioxolane-2-one